C(C)(C)(C)OC(=O)N1CCC(CC1)(C=1OC2=C(N1)C=C(C=C2)OC)F 4-fluoro-4-(5-methoxy-1,3-benzoxazol-2-yl)piperidine-1-carboxylic acid tert-butyl ester